(R)-4-amino-N-(6-bromo-2,3-dihydrobenzofuran-3-yl)-N-cyclopropylimidazo[1,5-a]quinoxaline-8-carboxamide NC=1C=2N(C3=CC(=CC=C3N1)C(=O)N(C1CC1)[C@H]1COC3=C1C=CC(=C3)Br)C=NC2